Nα-acetyl-N1-lysyl-3,5-diformyl-2,6-dihydropyridin-4-yl-pyridinium C(C)(=O)N[C@@H](CCCCN)C(=O)[N+]1=C(C=CC=C1)C=1C(CNCC1C=O)C=O